(5s,7s)-7-fluoro-2-(1-methylcyclopropyl)sulfonyl-5-phenyl-6,7-dihydro-5H-pyrrolo[1,2-b][1,2,4]triazole F[C@H]1C[C@H](N2N=C(N=C21)S(=O)(=O)C2(CC2)C)C2=CC=CC=C2